3,6-DIMETHYLPYRIDINE-2-BORONIC ACID CC=1C(=NC(=CC1)C)B(O)O